C1C(CCC2CC(CCC12)C(=O)O)C(=O)O 2,6-decalindicarboxylic acid